C(C)(C)N(CC)C(C)C diisopropyl-ethylamin